NC1=C(C=C(OCC(=O)N2CCN(CC2)C(C2=C(C(=CC=C2)O)OC)=O)C=C1)C 2-(4-amino-3-methylphenoxy)-1-[4-(3-hydroxy-2-methoxybenzoyl)piperazin-1-yl]ethanone